C(C)(=O)OC=1C(C2=CC=CC=C2C(C1)=O)=O 2-acetoxy-1,4-naphthoquinone